2-(N-(1-((R)-1-(naphthalen-1-yl)ethyl)piperidin-4-yl)methylsulfonamido)-N-((S)-2-oxo-1-(prop-2-yn-1-yl)pyrrolidin-3-yl)acetamide C1(=CC=CC2=CC=CC=C12)[C@@H](C)N1CCC(CC1)N(S(=O)(=O)C)CC(=O)N[C@@H]1C(N(CC1)CC#C)=O